8-Bromo-7-fluoro-1-methyl-3,4-dihydroquinolin-2(1H)-one BrC=1C(=CC=C2CCC(N(C12)C)=O)F